COCCCOC1=C(C=C(N=N1)CO)C (6-(3-methoxypropoxy)-5-methylpyridazin-3-yl)methanol